ClC1=NC(=CC=C1C1=C(N=C(N1C)CC1=CC=C(C=C1)OC(F)F)C(=O)NC=1C(=NC=CC1)C)OC 5-(2-Chloro-6-methoxypyridin-3-yl)-2-(4-(difluoromethoxy)benzyl)-1-methyl-N-(2-methylpyridin-3-yl)-1H-imidazole-4-carboxamide